4-amino-N-(8-methoxy-5,6-dihydrobenzo[h]quinazolin-2-yl)benzamide methyl-4-((4'-(trifluoromethoxy)-[1,1'-biphenyl]-4-yl)amino)-1H-1,2,3-triazole-5-carboxylate COC(=O)C1=C(N=NN1)NC1=CC=C(C=C1)C1=CC=C(C=C1)OC(F)(F)F.NC1=CC=C(C(=O)NC2=NC=3C4=C(CCC3C=N2)C=C(C=C4)OC)C=C1